BrCCCCCCN1CN(C=C1)CCCC 3-(6-bromohexyl)-1-butylimidazole